C(C)(C)(C)OC(=O)N1C[C@H](NCC1)COC1=C2C(=NC(N(C2=CC(=C1Cl)Br)C1CCOCC1)=O)O (S)-3-(((7-bromo-6-chloro-4-hydroxy-2-oxo-1-(tetrahydro-2H-pyran-4-yl)-1,2-dihydroquinazolin-5-yl)oxy)methyl)piperazine-1-carboxylic acid tert-butyl ester